FC=1C=C2CN(CC2=CC1)C(=O)NC1=CC=C(C=C1)C1CCN(CC1)S(NC(NC)=O)(=O)=O 5-fluoro-N-(4-(1-(N-(methylcarbamoyl)sulfamoyl)piperidin-4-yl)phenyl)isoindoline-2-carboxamide